(1S)-N-(7-chloro-6-(4-((3S,4S)-4-hydroxy-3-methyltetrahydrofuran-3-yl)piperazin-1-yl)isoquinolin-3-yl)-3-oxabicyclo[3.1.0]hexane-6-carboxamide ClC1=C(C=C2C=C(N=CC2=C1)NC(=O)C1C2COC[C@H]12)N1CCN(CC1)[C@]1(COC[C@H]1O)C